4-phenyl-1,2,3,6-tetrahydro-pyridine C1(=CC=CC=C1)C=1CCNCC1